C(C)(C)(C)OC(=O)N1CCC(CC1)C(=O)N1CCN(CC1)C1=NC=C(C=N1)C(F)(F)F 4-(4-(5-(trifluoromethyl)pyrimidin-2-yl)piperazine-1-carbonyl)piperidine-1-carboxylic acid tert-butyl ester